4,5-dimethyl-6-nitro-2-(oxetan-3-yl)-4,5-dihydro-2H-[1,2,3]triazolo[4,5-c]quinoline CC1N(C=2C(=CC=CC2C=2C1=NN(N2)C2COC2)[N+](=O)[O-])C